ClC=1C=C(C=CC1)C1=C(C(=CC=C1)C[C@@H]1N(C[C@@H]([C@@H]1NS(=O)(=O)CC)F)C(C(C)(C)O)=O)F N-[(2S,3R,4S)-2-[(3'-chloro-2-fluoro[1,1'-biphenyl]-3-yl)methyl]-4-fluoro-1-(2-hydroxy-2-methylpropanoyl)pyrrolidin-3-yl]ethanesulfonamide